CN1N=CC(=C1)C=1C=CC=2N(C1)N=CC2B2OC(C(O2)(C)C)(C)C 1-methyl-4-[3-(4,4,5,5-tetramethyl-1,3,2-dioxaborolan-2-yl)pyrazolo[1,5-a]pyridin-6-yl]pyrazole